COC1=CC=CC(=N1)C1=CC=CC2=C1OC(CO2)C[NH-] [8-(6-Methoxy-pyridin-2-yl)-2,3-dihydro-benzo[1,4]dioxin-2-ylmethyl]-amid